FC1=CC=C(C=C1)C1=NNC=C1CNC(=O)C1=C(OC=2N=CN=C(C21)NC2(CC2)C)C N-{[3-(4-fluorophenyl)-1H-pyrazol-4-yl]methyl}-6-methyl-4-[(1-methylcyclopropyl)amino]furo[2,3-d]pyrimidine-5-carboxamide